N-(2-(6,7-Dichloro-3-(4-chlorophenylamino)-9H-carbazol-1-yl)ethylcarbamothioyl)benzamide ClC=1C=C2C=3C=C(C=C(C3NC2=CC1Cl)CCNC(=S)NC(C1=CC=CC=C1)=O)NC1=CC=C(C=C1)Cl